4-fluoro-6-iodo-1-isopropylpyrazolo[3,4-d]pyrimidine FC1=C2C(=NC(=N1)I)N(N=C2)C(C)C